BrC1=CC(=C(C(=C1)[N+](=O)[O-])N1CCCCC1)C (4-bromo-2-methyl-6-nitrophenyl)piperidine